C(C)C1=CC=C(C2=CC=C(C2=C1)C)C 7-ethyl-1,4-dimethyl-azulene